tert-butyl 4-(1-(3-((4-methoxybenzyl)amino)-6-methylthieno[2,3-b]pyrazin-2-yl)-1,3-dioxopentan-2-yl)piperazine-1-carboxylate COC1=CC=C(CNC2=C(N=C3C(=N2)SC(=C3)C)C(C(C(CC)=O)N3CCN(CC3)C(=O)OC(C)(C)C)=O)C=C1